9-(4-((1-(3-fluoropropyl)azetidin-3-yl)methyl)phenyl)-8-(tetrahydro-2H-pyran-4-yl)-6,7-dihydro-5H-benzo[7]annulene-3-carboxylic acid FCCCN1CC(C1)CC1=CC=C(C=C1)C1=C(CCCC2=C1C=CC(=C2)C(=O)O)C2CCOCC2